CC12CC3C(C(CC(C1)C3)C2)C 1,4-dimethyl-adamantane